C(C)OC(=O)C1=C(N(C2=CC=C(C=C12)OC)C1=CC=C(C=C1)C(C)(C)C)CC 1-(4-(tert-butyl)phenyl)-2-ethyl-5-methoxy-1H-indole-3-carboxylic acid ethyl ester